O1C(=CC=C1)C1=CC=NO1 5-(furan-2-yl)isoxazole